(R)-4-((3,5-dimethylisoxazol-4-yl)methyl-d2)-1-methyl-N-(1-methylcyclopropyl)-5-oxo-1,2,4,5-tetrahydroimidazo[1,2-a]quinazoline-7-sulfonamide CC1=NOC(=C1C(N1C=2N(C3=CC=C(C=C3C1=O)S(=O)(=O)NC1(CC1)C)[C@@H](CN2)C)([2H])[2H])C